4-(4-chlorophenyl)-6-phenyl-1,3,5-triazine ClC1=CC=C(C=C1)C1=NC=NC(=N1)C1=CC=CC=C1